C(CCCC)NC(OC1=CC(=CC=C1)C=1C=NC=C(C1)C=1OC=NN1)=O 3-(5-(1,3,4-oxadiazol-2-yl)pyridin-3-yl)phenyl pentylcarbamate